4-amino-1-((2R,3S,4S,5R)-3,4-dihydroxy-5-(hydroxymethyl)-5-vinyltetrahydrofuran-2-yl)pyrimidin-2(1H)-one NC1=NC(N(C=C1)[C@@H]1O[C@]([C@H]([C@@H]1O)O)(C=C)CO)=O